4-(6-((2-(Cyclopropoxy)ethyl)carbamoyl)pyridin-3-yl)piperazine-1-carboxylic acid tert-butyl ester C(C)(C)(C)OC(=O)N1CCN(CC1)C=1C=NC(=CC1)C(NCCOC1CC1)=O